FC=1C=C(C=CC1C)CNC(=O)C=1C(=NC2=CC(=CC=C2C1C)C(F)(F)F)OC N-[(3-fluoro-4-methyl-phenyl)-methyl]-2-methoxy-4-methyl-7-(trifluoromethyl)-quinoline-3-carboxylic acid amide